O1C(OCC1)C1CCN(CC1)C1=CC=C(C=C1)C=1C(CN(CC1)C1=C(C(=C(C#N)C=C1)C(F)(F)F)F)C 4-[4-{4-[4-(1,3-Dioxolan-2-yl)piperidin-1-yl]phenyl}-3-methyl-3,6-dihydropyridin-1(2H)-yl]-3-fluoro-2-(trifluoromethyl)benzonitrile